NC[C@]1([C@H]2[C@@H]3C[C@@H](CC[C@H]13)C2)CC(=O)[O-] 2-((1R,2R,3S,6R,8R)-2-(aminomethyl)tricyclo[4.2.1.03,8]nonan-2-yl)acetate